FC(C(C(C(S(=O)(=O)[O-])(F)F)(F)F)(F)F)(F)F nonafluorobutanesulphonate